2-(7-((2s,5r)-4-(1-(4-fluoro-2-(1-methoxycyclopropyl)phenyl)ethyl)-2,5-dimethylpiperazin-1-yl)-4-methyl-5-oxo-4,5-dihydro-2H-pyrazolo[4,3-b]pyridin-2-yl)acetonitrile FC1=CC(=C(C=C1)C(C)N1C[C@@H](N(C[C@H]1C)C=1C=2C(N(C(C1)=O)C)=CN(N2)CC#N)C)C2(CC2)OC